C(C1=CC=CC=C1)(=O)OCCN(C)C1=C(C=C(C(=C1)OC)NC1=NC=CC(=N1)C1=CN(C2=NC=CC=C21)C)[N+](=O)[O-] 2-((5-methoxy-4-((4-(1-methyl-1H-pyrrolo[2,3-b]pyridin-3-yl)pyrimidin-2-yl)amino)-2-nitrophenyl)(methyl)amino)ethyl benzoate